Cl.COC([C@H]1NCCC1)=O L-proline methyl ester hydrochloride